Styryl-Trimethylammonium C(=CC1=CC=CC=C1)[N+](C)(C)C